3-oxo-6-azoniaspiro[5.5]undecane O=C1CC[N+]2(CC1)CCCCC2